diethoxymethylsilane C(C)OC(OCC)[SiH3]